6-(2-amino-5-(4-(4-(2-cyclopropylethyl)piperazin-1-yl)phenyl)-6-fluoropyridin-3-yl)-8-fluoroisoquinolin-1(2H)-one NC1=NC(=C(C=C1C=1C=C2C=CNC(C2=C(C1)F)=O)C1=CC=C(C=C1)N1CCN(CC1)CCC1CC1)F